1-(trans-1-(2-(methylthio)ethyl)-4-phenylpyrrolidin-3-yl)-3-(2-phenyl-2,4,5,6-tetrahydrocyclopenta[c]pyrazol-3-yl)urea CSCCN1C[C@H]([C@@H](C1)C1=CC=CC=C1)NC(=O)NC1=C2C(=NN1C1=CC=CC=C1)CCC2